CN1C=C(C2=CC(=CC=C12)N1C(NC2=C(C1=O)C1=C(S2)CCCC1)=O)SC 3-(1-Methyl-3-(methylthio)-1H-indol-5-yl)-5,6,7,8-tetrahydrobenzo[4,5]thieno[2,3-d]pyrimidine-2,4(1H,3H)-dione